FC(CN1N=CC=2C1=NC(=NC2)N2CCC1(CCN(C1)C=1C=NC(=CC1)C(F)(F)F)CC2)F 8-(1-(2,2-difluoroethyl)-1H-pyrazolo[3,4-d]pyrimidin-6-yl)-2-(6-(trifluoromethyl)pyridin-3-yl)-2,8-diazaspiro[4.5]decane